(±)-2-((2-fluorophenyl)(hydroxy)methyl)-6-(methylcarbamoyl)isonicotinic acid tert-butyl ester C(C)(C)(C)OC(C1=CC(=NC(=C1)C(NC)=O)[C@H](O)C1=C(C=CC=C1)F)=O |r|